BrC/C=C/C(=O)NC=1C=C2C(=NC=NC2=CC1C#C[C@@]1(CN(CC1)C)C)NC1=C(C(=CC=C1)Cl)F (E)-4-bromo-N-[4-(3-chloro-2-fluoro-anilino)-7-[2-[(3R)-1,3-dimethylpyrrolidin-3-yl]ethynyl]quinazolin-6-yl]but-2-enamide